tert-butyl 3-[6-[6-[3-(methanesulfonamido)propanoylamino]pyrazolo[1,5-a]pyridin-3-yl]-2-pyridyl]piperidine-1-carboxylate CS(=O)(=O)NCCC(=O)NC=1C=CC=2N(C1)N=CC2C2=CC=CC(=N2)C2CN(CCC2)C(=O)OC(C)(C)C